OC(CCCCCC(=O)O)CCCC 7-Hydroxy-undecanoic acid